2-((3-(trimethoxysilyl)propyl)carbamoyl)benzoic acid CO[Si](CCCNC(=O)C1=C(C(=O)O)C=CC=C1)(OC)OC